ClC=1C(=CC(=C(C(=O)NC2(CC2)C2=CC=C(C=C2)F)C1)O[C@H](C(F)(F)F)C)N1N=C2N(CCCC2)C1=O 5-chloro-N-[1-(4-fluorophenyl)cyclopropyl]-4-(3-oxo-5,6,7,8-tetrahydro[1,2,4]triazolo[4,3-a]-pyridin-2(3H)-yl)-2-{[(2S)-1,1,1-trifluoropropan-2-yl]oxy}benzamide